FC(C1=NN(C(=C1C1=CC=C(C=C1)OC)F)C1=CC=CC=C1)F 3-difluoromethyl-5-fluoro-1-phenyl-4-(4-methoxyphenyl)-1H-pyrazole